4-Ethyl-3,5,6-trimethylcyclohexa-1,4-diene-1,2-dicarboxylic acid 1-ethyl ester C(C)OC(=O)C1=C(C(C(=C(C1C)C)CC)C)C(=O)O